FC(S(=O)(=O)O)(F)F.C(=C\C1=CC=CC=C1)/C1SCCC1 trans-styryl-tetrahydro-1H-thiophene trifluoromethanesulfonate